diphenyl-N,N'-bis[4-(phenyl-m-tolyl-amino)-phenyl]-biphenyl-4,4'-diamine C1(=CC=CC=C1)C=1C(=C(C=CC1NC1=CC=C(C=C1)N(C=1C=C(C=CC1)C)C1=CC=CC=C1)C1=CC=C(C=C1)NC1=CC=C(C=C1)N(C=1C=C(C=CC1)C)C1=CC=CC=C1)C1=CC=CC=C1